(1S,2S)-7-Chloro-1-hydroxy-2,3-dihydro-1H-inden-2-yl-carbamat ClC=1C=CC=C2C[C@@H]([C@H](C12)O)NC([O-])=O